3-(3-(3-aminopiperidin-1-yl)phenyl)-5-(2-fluoro-6-methoxyphenyl)-1H-pyrazolo[4,3-c]pyridazin-6(5H)-one hydrochloride Cl.NC1CN(CCC1)C=1C=C(C=CC1)C1=NNC=2C1=NN(C(C2)=O)C2=C(C=CC=C2OC)F